3-chloro-1-(pyridin-3-yl)-1H-pyrazol-4-amine ClC1=NN(C=C1N)C=1C=NC=CC1